ClC=1C=CC=C2C=CC=C(C12)N1CC=2N=C(N=C(C2CC1)N1CC(N(CC1)C(=O)OC(C)(C)C)CC#N)OC[C@H]1N(CCC1)C tert-butyl 4-[7-(8-chloro-1-naphthyl)-2-[[(2S)-1-methylpyrrolidin-2-yl]methoxy]-6,8-dihydro-5H-pyrido[3,4-d]pyrimidin-4-yl]-2-(cyanomethyl)piperazine-1-carboxylate